1-(4-methoxyphenyl)-2-phenoxyethanone COC1=CC=C(C=C1)C(COC1=CC=CC=C1)=O